C(N)(OC(CC=1C=NC(=CC1)N1N=C(C(=C1)Br)C#N)(C)C)=O [6-(4-bromo-3-cyano-pyrazol-1-yl)-3-pyridinyl]Tert-butyl carbamate